C1(=CC=CC=C1)[C@H]([C@H](N)C1=CC=CC=C1)N (R,R)-1,2-diphenyl-1,2-ethylenediamine